dimethyl-behenamide CC(C(=O)N)(CCCCCCCCCCCCCCCCCCCC)C